N-methyl-3,4-diaminocyclohexane CNC1CCCCC1N